ClC=1C=C2C(=CC1)NC(C21CCN(CC1)CCOC1=CC2=C(N(C(C=N2)=O)C2CC(C2)(C)O)N=C1)=O 5-chloro-1'-[2-({3-oxo-4-[(cis)-3-hydroxy-3-methylcyclobutyl]-3H,4H-pyrido[2,3-b]pyrazin-7-yl}oxy)ethyl]-1,2-dihydrospiro[indole-3,4'-piperidin]-2-one